C(C)C(C(=S)[O-])CC 2-ethylthiobutyrate